2-(2,5-dimethyl-1H-pyrrol-1-yl)-5-methyl-6-(4,4,5,5-tetramethyl-1,3,2-dioxaborolan-2-yl)-[1,2,4]triazolo[1,5-a]pyridine CC=1N(C(=CC1)C)C1=NN2C(C=CC(=C2C)B2OC(C(O2)(C)C)(C)C)=N1